ClC=1C=C(C=CC1)C1=NN=C(O1)C=1C=CC(NN1)=O 6-[5-(3-chlorophenyl)-1,3,4-oxadiazol-2-yl]-2H-pyridazin-3-one